[N+](=[N-])=C1N=COC1 Diazooxazoline